2-bromo-9-(4-methylpent-3-en-1-yl)-9-phenyl-9H-fluorene BrC1=CC=2C(C3=CC=CC=C3C2C=C1)(C1=CC=CC=C1)CCC=C(C)C